2-(2-chloropyrrolo[2,3-d]pyrimidin-7-yl)-N-methyl-acetamide ClC=1N=CC2=C(N1)N(C=C2)CC(=O)NC